2-n-butyl-3-(4-(3-dibutylaminopropoxy)benzoyl)-5-nitrobenzofuran C(CCC)C=1OC2=C(C1C(C1=CC=C(C=C1)OCCCN(CCCC)CCCC)=O)C=C(C=C2)[N+](=O)[O-]